FC1=C(C=C(C=C1)\C=C\C)OC1=CC=CC=C1 (E)-1-fluoro-2-phenoxy-4-(prop-1-en-1-yl)benzene